6-chloro-5-(2-isopropoxyphenyl)-1H-benzo[d]imidazol ClC=1C(=CC2=C(NC=N2)C1)C1=C(C=CC=C1)OC(C)C